((R)-3-Aminopiperidin-1-yl)(2-(1-(cyclopropylmethyl)-5-fluoro-7-(1-(tetrahydro-2H-pyran-2-carbonyl)piperidin-4-yl)-1H-indol-2-yl)-3-methylpyrazolo[1,5-a]pyridin-6-yl)methanone N[C@H]1CN(CCC1)C(=O)C=1C=CC=2N(C1)N=C(C2C)C=2N(C1=C(C=C(C=C1C2)F)C2CCN(CC2)C(=O)C2OCCCC2)CC2CC2